dihexyl pimelate C(CCCCCC(=O)OCCCCCC)(=O)OCCCCCC